FC1=NNC2=CC=C(C=C12)C#CC1=NC(=NC=C1)C1=NC(=NC=C1)N1CC2=CC=C(C=C2C1)OC(F)F 3-fluoro-5-((2'-(5-difluoromethoxyisoindolin-2-yl)-[2,4'-bipyrimidin]-4-yl)ethynyl)-1H-indazole